5,5',6,6',7,7',8,8'-octahydro-1,1'-binaphthyl-2-ol C=1(C(=CC=C2CCCCC12)O)C1=CC=CC=2CCCCC12